FC(CCCCCCCCC1=NOC(=N1)CC(C(=O)OC(C)(C)C)=C)(F)F tert-butyl 2-((3-(9,9,9-trifluorononyl)-1,2,4-oxadiazol-5-yl)methyl)acrylate